(2-chloro-1-[4-(3-chloro-2-chlorocarbonyloxy-propoxy) butoxymethyl] ethyl) chloroformate ClC(=O)OC(CCl)COCCCCOCC(CCl)OC(=O)Cl